trans-2-(4-((6-(1-(tert-Butyl)-1H-pyrazol-4-yl)pyrimidin-4-yl)((4-(4-methoxy-3-methylphenyl)bicyclo[2.2.2]octan-1-yl)methyl)carbamoyl)cyclohexyl)acetic acid C(C)(C)(C)N1N=CC(=C1)C1=CC(=NC=N1)N(C(=O)[C@@H]1CC[C@H](CC1)CC(=O)O)CC12CCC(CC1)(CC2)C2=CC(=C(C=C2)OC)C